2,2-dimethyl-3,4-dihydro-2H-1-benzopyran-3-yl (2S)-2-amino-3-carbamoylpropanoate N[C@H](C(=O)OC1C(OC2=C(C1)C=CC=C2)(C)C)CC(N)=O